5,6-difluoro-3-(trifluoromethyl)indolin-2-one FC=1C=C2C(C(NC2=CC1F)=O)C(F)(F)F